(9R,13S)-13-amino-3,9-dimethyl-3,4,7,15-tetraazatricyclo[12.3.1.02,6]octadeca-1(18),2(6),4,14,16-pentaen-8-one dihydrochloride Cl.Cl.N[C@H]1CCC[C@H](C(NC=2C=NN(C2C=2C=CN=C1C2)C)=O)C